6,7-dihydropyridino[2,3-d]pyridazine-5,8-dione N1=CC=CC2=C1C(NNC2=O)=O